12-benzyloxy-hexacosadienoic acid C(C1=CC=CC=C1)OC(CCCCCCC=CC=CC(=O)O)CCCCCCCCCCCCCC